ClC=1C=NN(C1C(=O)NC1=NC=C(C=C1C)C#CC=1SC=CC1)C1CC2(CN(C2)C(C(C)C)=O)C1 4-chloro-1-(2-isobutyryl-2-azaspiro[3.3]heptan-6-yl)-N-(3-methyl-5-(thiophen-2-ylethynyl)pyridin-2-yl)-1H-pyrazole-5-carboxamide